FC1=CC=C(C(=O)NCCNC2=NC(=NC(=C2)NC2=CC=C(C=C2)N2CCOCC2)S(=O)C)C=C1 4-fluoro-N-(2-(2-(methylsulfinyl)-6-(4-morpholinophenylamino)pyrimidin-4-ylamino)ethyl)benzamide